5-amino-6-(7-fluoro-5-methyl-1-tetrahydropyran-2-yl-indazol-4-yl)-2-[1-methyl-3-(tetrahydropyran-4-ylamino)pyrazol-4-yl]pyrimidine-4-carboxylic acid ethyl ester C(C)OC(=O)C1=NC(=NC(=C1N)C1=C2C=NN(C2=C(C=C1C)F)C1OCCCC1)C=1C(=NN(C1)C)NC1CCOCC1